CN1CCN(CC1)C(=O)C=1C=CC2=C(N=C(S2)CNC(=O)C2(CC3=CC=CC=C3C2)CC(=O)O)C1 2-[2-[[5-(4-methylpiperazine-1-carbonyl)-1,3-benzothiazol-2-yl]methylcarbamoyl]indan-2-yl]acetic acid